(S)-4-{2-(4-Ethylthiazol-2-yl)-2-[2-(2-methoxyphenyl)-3-phenylpropionylamino]-ethyl}phenyl-sulfamic acid C(C)C=1N=C(SC1)[C@H](CC1=CC=C(C=C1)NS(O)(=O)=O)NC(C(CC1=CC=CC=C1)C1=C(C=CC=C1)OC)=O